1,3-dichloro-9-(4-fluorophenyl)-9H-carbazole ClC1=CC(=CC=2C3=CC=CC=C3N(C12)C1=CC=C(C=C1)F)Cl